3-((1-butyl-1H-tetrazol-5-yl)(4-(pyridin-4-yl)piperazin-1-yl)methyl)phenol C(CCC)N1N=NN=C1C(C=1C=C(C=CC1)O)N1CCN(CC1)C1=CC=NC=C1